N-(5-bromo-2-pyridyl)-3-ethyl-N-methyl-pyridin-2-amine BrC=1C=CC(=NC1)N(C1=NC=CC=C1CC)C